(3-acetyl-5-(2-(methoxycarbonyl)pyrimidin-5-yl)-1H-indazol-1-yl)acetic acid C(C)(=O)C1=NN(C2=CC=C(C=C12)C=1C=NC(=NC1)C(=O)OC)CC(=O)O